2-[[N-benzyloxycarbonyl-4-[1-(2,6-dibenzyloxy-3-pyridyl)-3-methyl-2-oxo-benzimidazol-5-yl]anilino]methyl]cyclopropanecarboxylic acid C(C1=CC=CC=C1)OC(=O)N(C1=CC=C(C=C1)C1=CC2=C(N(C(N2C)=O)C=2C(=NC(=CC2)OCC2=CC=CC=C2)OCC2=CC=CC=C2)C=C1)CC1C(C1)C(=O)O